3-(3-amino-1H-pyrazol-5-yl)cyclopentyl isopropylcarbamate C(C)(C)NC(OC1CC(CC1)C1=CC(=NN1)N)=O